C(N)(=O)CC[C@@H]([C@@H](C)OCC#CC1=CC2=C(N(C(N2C)=O)C2C(NC(CC2)=O)=O)C=C1)NC(OC(C)(C)C)=O tert-butyl N-[(3S,4R)-1-carbamoyl-4-[(3-[1-(2,6-dioxopiperidin-3-yl)-3-methyl-2-oxo-1,3-benzodiazol-5-yl]prop-2-yn-1-yl)oxy]pentan-3-yl]carbamate